2,3-diphenyl-5,9-di-m-tolylpyrido[3,2,1-kl]phenothiazin-12-ium hexafluoroantimonate F[Sb-](F)(F)(F)(F)F.C1(=CC=CC=C1)C=1C(=C2C=C(C=C3SC=4C=C(C=CC4[N+](=C23)C1)C=1C=C(C=CC1)C)C=1C=C(C=CC1)C)C1=CC=CC=C1